(2S,5R)-methyl 5-(2-chlorophenyl)-1-(2'-methoxy-[1,1'-biphenyl]-4-carbonyl)pyrrolidine-2-carboxylate ClC1=C(C=CC=C1)[C@H]1CC[C@H](N1C(=O)C1=CC=C(C=C1)C1=C(C=CC=C1)OC)C(=O)OC